C(#N)C=1C2=C(N(N=C2C=C(C1)C=1C=NN(C1)C[C@@H]1C[C@@H](C1)O)C)C1=CC(=C(C(=O)NCC2(CC2)F)C(=C1)OC)OC(F)F 4-[4-cyano-6-[1-[(cis-3-hydroxycyclobutyl)methyl]pyrazol-4-yl]-2-methylindazol-3-yl]-2-(difluoromethoxy)-N-[(1-fluorocyclopropyl)methyl]-6-methoxybenzamide